C(CCCCCCCCCCCCCCC)(=O)C(C(CCCCCCC1C(CCCCCC)C1)C(OP(OC[C@@H](CO)O)(=O)O)C[N+](C)(C)C)=O 1-palmitoyl-2-cis-9,10-methylenehexadecanoyl-sn-glycero-3-phosphorylcholine